3-bromo-5-(tetrahydro-2H-pyran-4-yloxy)benzoic acid methyl ester COC(C1=CC(=CC(=C1)OC1CCOCC1)Br)=O